5-methyl-1H-imidazole-2-carbaldehyde CC1=CN=C(N1)C=O